methyl-p-methoxycinnamate COC(C=CC1=CC=C(C=C1)OC)=O